nonyne-1,9-dinitrile C(C#CCCCCCC#N)#N